ethyl-(2S)-2-aminopropionic acid C(C)[C@](C(=O)O)(C)N